bis(methoxyl-methoxy)-1,1'-binaphthyl O(C)COC=1C(=C(C2=CC=CC=C2C1)C1=CC=CC2=CC=CC=C12)OCOC